6-(2-chlorophenyl)-2-{[4-(pyridin-3-yl)phenyl]amino}imidazo[1,2-a]pyrimido[5,4-e]pyrimidin-5(6H)-one ClC1=C(C=CC=C1)N1C=2N(C3=C(C1=O)C=NC(=N3)NC3=CC=C(C=C3)C=3C=NC=CC3)C=CN2